BrC1=C(C2=C(C(N3[C@@H](CN2)CNCC3)=O)C=C1)Cl (12aR)-9-bromo-10-chloro-1,3,4,11,12,12a-hexahydropyrazino[2,1-C][1,4]benzodiazepin-6(2H)-one